bis(2-trimethoxy silylethyl) trisulfide CO[Si](CCSSSCC[Si](OC)(OC)OC)(OC)OC